C(CCCCCCCCCCC(=O)OC)(=O)OC dimethyl 1,12-dodecanedioate